ethyl 5-(pyridin-4-yl)isoxazole-3-carboxylate N1=CC=C(C=C1)C1=CC(=NO1)C(=O)OCC